C(C)(C)(C)OC(=O)N1CC2(CN(C2)C2=C(C=C(C(=C2)C#N)\N=C/N(C)C)OC)CCC1.ClC1=C(C)C(=CC=C1)Cl 2,6-dichlorotoluene tert-butyl-(Z)-2-(5-cyano-4-(((dimethylamino)methylene)amino)-2-methoxyphenyl)-2,6-diazaspiro[3.5]nonane-6-carboxylate